OC1CC2C(CCO2)O1 hydroxyhexahydrofurofuran